FC=1C=C2C(=CC=NC2=CC1)C1CCC(CC1)CC1(CC1)N 1-(((1s,4s)-4-(6-fluoroquinolin-4-yl)cyclohexyl)methyl)cyclopropane-1-amine